methoxypropylphosphine COCCCP